3-{4-[(6-Chloro-2-{4-[4-(4-methoxybutyl)piperazin-1-yl]phenyl}-3H-imidazo[4,5-b]pyridin-7-yl)amino]piperidin-1-yl}propanenitrile ClC=1C(=C2C(=NC1)NC(=N2)C2=CC=C(C=C2)N2CCN(CC2)CCCCOC)NC2CCN(CC2)CCC#N